(2-chloro-5-fluorophenyl)(2,6-dibromo-4-fluoro-3-nitrophenyl)methanone ClC1=C(C=C(C=C1)F)C(=O)C1=C(C(=C(C=C1Br)F)[N+](=O)[O-])Br